CC=1C=C2C(NC(C2=CC1)=O)=O 5-methylisoindoline-1,3-dione